7-bromo-3,4-dihydronaphthalen-1(2H)-one oxime BrC1=CC=C2CCCC(C2=C1)=NO